ClC=1C=C2CC(COC2=CC1)C(=O)C1=NN(C2=CC(=CC=C12)C=1C(=NNC1)OC)CC(C)O (6-Chlorochroman-3-yl)(1-(2-hydroxypropyl)-6-(3-methoxy-1H-pyrazol-4-yl)-1H-indazol-3-yl)methanone